tetrabutylammonium silicate salt [Si]([O-])([O-])([O-])[O-].C(CCC)[N+](CCCC)(CCCC)CCCC.C(CCC)[N+](CCCC)(CCCC)CCCC.C(CCC)[N+](CCCC)(CCCC)CCCC.C(CCC)[N+](CCCC)(CCCC)CCCC